ferric citrate citrate C(CC(O)(C(=O)[O-])CC(=O)[O-])(=O)[O-].C(CC(O)(C(=O)[O-])CC(=O)[O-])(=O)[O-].[Fe+3].[Fe+3]